C1(CCCCC1)C=1C=CC(=NC1)CN(C(OC(C)(C)C)=O)C=1C=NC=CC1 tert-butyl ((5-cyclohexylpyridin-2-yl)methyl)(pyridin-3-yl)carbamate